5-(3-(4-((3-chloro-5-(trifluoromethoxy)benzyl)amino)butoxy)azetidin-1-yl)benzo[c][2,6]naphthyridine-8-carboxylic acid ClC=1C=C(CNCCCCOC2CN(C2)C2=NC3=C(C4=CN=CC=C24)C=CC(=C3)C(=O)O)C=C(C1)OC(F)(F)F